(E)-4-methyl-N'-(pyridin-2-ylmethylene)benzenesulfonohydrazide CC1=CC=C(C=C1)S(=O)(=O)N/N=C/C1=NC=CC=C1